1-vinyl-3-methylimidazole hydrogensulfate S(=O)(=O)(O)O.C(=C)N1CN(C=C1)C